cyclopropyl-[rac-(5S,7S)-7-chloro-7-deuterio-5-phenyl-5,6-dihydropyrrolo[1,2-b][1,2,4]triazol-2-yl]methanone C1(CC1)C(=O)C=1N=C2N(N1)[C@@H](C[C@]2([2H])Cl)C2=CC=CC=C2 |r|